3-iodo-7-(2-methyl-1-oxoisoindolin-5-yl)benzo[b]thiophene-2-carboxylic acid ethyl ester C(C)OC(=O)C1=C(C2=C(S1)C(=CC=C2)C=2C=C1CN(C(C1=CC2)=O)C)I